C1(=CC(=CC=C1)[C@H](CC(=O)[O-])NC(=O)NC=1C(N(C=CC1[O-])C)=O)C1=CC=CC=C1.[Na+].[Na+] sodium (S)-3-(biphenyl-3-yl)-3-(3-(1-methyl-4-oxido-2-oxo-1,2-dihydropyridin-3-yl) ureido)propanoate